6-(((S)-3-fluoropyrrolidin-1-yl)methyl)-2-(3-((R)-1,1,2-trifluoro-1-(4-methyl-4H-1,2,4-triazol-3-yl)propan-2-yl)phenyl)-4-(trifluoromethyl)isoindolin-1-one F[C@@H]1CN(CC1)CC1=CC(=C2CN(C(C2=C1)=O)C1=CC(=CC=C1)[C@@](C(C1=NN=CN1C)(F)F)(C)F)C(F)(F)F